(R)-N-((S)-1-(3,5-difluorophenyl)-4-hydroxybutyl)-2-methylpropan-2-sulfinamide FC=1C=C(C=C(C1)F)[C@H](CCCO)N[S@](=O)C(C)(C)C